C(C)(C)(C)NC(C(F)(F)C1=NC(=C2N1CCNC2)C(=O)NC2=CC(=C(C=C2)F)C#N)=O 3-(2-(tert-butylamino)-1,1-difluoro-2-oxoethyl)-N-(3-cyano-4-fluorophenyl)-5,6,7,8-tetrahydroimidazo[1,5-a]pyrazine-1-carboxamide